C(=O)OCCCC(C)C Isohexyl formate